BrC1=NC=CC(=C1)C(C)(C)OC 2-bromo-4-(2-methoxypropan-2-yl)pyridine